[Na+].[Na+].P(=O)([O-])([O-])OC[C@@H]1[C@H](C[C@@H](O1)N1C=NC=2C(=O)NC(N)=NC12)O 2'-deoxyguanosine-5'-monophosphate disodium salt